tert-butyl (S)-3-(4-benzamidophenyl)piperidine-1-carboxylate C(C1=CC=CC=C1)(=O)NC1=CC=C(C=C1)[C@H]1CN(CCC1)C(=O)OC(C)(C)C